(R)-5-{4-[(S)-3-(3,5-dimethylpyridin-2-ylamino)pyrrolidine-1-carbonyl]phenyl}-5-fluoromethylimidazolidine-2,4-dione CC=1C(=NC=C(C1)C)N[C@@H]1CN(CC1)C(=O)C1=CC=C(C=C1)[C@@]1(C(NC(N1)=O)=O)CF